OC1=C(C=C(C2=CC=CC=C12)S(=O)(=O)O)N=O 4-hydroxy-3-nitroso-1-naphthalenesulfonic Acid